C(C1=CC=CC=C1)OC(=O)N[C@@H](CCC(NC(C1=CC=CC=C1)(C1=CC=CC=C1)C1=CC=CC=C1)=O)C(=O)O N-benzyloxycarbonyl-N'-trityl-L-glutamine